17-Hydroxy-docosanoic acid OC(CCCCCCCCCCCCCCCC(=O)O)CCCCC